(S)-1-amino-1,3-dihydrospiro[indene-2,4'-piperidine] N[C@@H]1C2=CC=CC=C2CC12CCNCC2